CN(C(CCCOC1=CC=C2CCC3(C2=C1)CCC(CC3)C(=O)O)=O)CCC3=CC(=CC=C3)OCCN3CCOCC3 6'-{4-[methyl(2-{3-[2-(morpholin-4-yl)ethoxy]phenyl}ethyl)amino]-4-oxobutoxy}-2',3'-dihydrospiro[cyclohexane-1,1'-indene]-4-carboxylic acid